CN1C=CC=2C1=NC=CC2C2=NC=C(C1=C2CNC1=O)NC1=NC(=CC=C1)N1CCNCC1 4-(1-methylpyrrolo[2,3-b]pyridin-4-yl)-7-[(6-piperazin-1-yl-2-pyridyl)amino]-2,3-dihydropyrrolo[3,4-c]pyridin-1-one